2-(methyl-d3)-5-(4,4,5,5-tetramethyl-1,3,2-dioxaborolan-2-yl)-2H-indazole C(N1N=C2C=CC(=CC2=C1)B1OC(C(O1)(C)C)(C)C)([2H])([2H])[2H]